C(C)C=1C(=CC=C2C=C(C=C(C12)C1=C(C=2N=C(N=C(C2C=N1)N1C[C@@](CCC1)(O)C)S(=O)C)F)OCOC)F (3R)-1-(7-(8-ethyl-7-fluoro-3-(methoxymethoxy)naphthalen-1-yl)-8-fluoro-2-(methylsulfinyl)pyrido[4,3-d]pyrimidin-4-yl)-3-methylpiperidin-3-ol